ClC1=C(C(=CC=C1)N=C=S)OC 1-chloro-3-isothiocyanato-2-methoxybenzene